C(#CCC)OC(=O)N[C@@H](CCCCN)C(=O)O N-(butynoxycarbonyl)-lysine